C1(=CC=CC=C1)C=1OC(=C(N1)N1C=CC=2C=C(C=NC2C1=O)N1CCOCC1)C1=CC=CC=C1 7-(2,5-diphenyloxazol-4-yl)-3-morpholino-1,7-naphthyridin-8(7H)-one